OC1(CC1)C1=NN(C=N1)C1CC2(CN(C2)C(=O)N2CC3(C2)CN(C3)CC=3SC(=NN3)C(F)(F)F)C1 [6-[3-(1-hydroxycyclopropyl)-1,2,4-triazol-1-yl]-2-azaspiro[3.3]heptan-2-yl]-[6-[[5-(trifluoromethyl)-1,3,4-thiadiazol-2-yl]methyl]-2,6-diazaspiro[3.3]heptan-2-yl]methanone